ClC1=CC=C(S1)CNC1=CC(=NN1)C1CN(CCN1)C(CN1CCOCC1)=O 1-[3-(5-{[(5-Chlorothiophen-2-yl)methyl]amino}-1H-pyrazol-3-yl)piperazin-1-yl]-2-(morpholin-4-yl)ethan-1-on